COC1=C2NC3=C(C=NC(NC=4C=CC=C(CN(CC(C=C1C1=NN(C=N1)C)=C2)C)C4)=N3)C(=O)NC 10-Methoxy-N,15-dimethyl-11-(1-methyl-1,2,4-triazol-3-yl)-2,4,8,15,23-pentazatetracyclo[15.3.1.13,7.19,13]tricosa-1(21),3(23),4,6,9,11,13(22),17,19-nonaene-6-carboxamide